O[C@H](CO)C1=CC=C(C=N1)NC(=O)[C@H]1O[C@@]([C@@H]([C@@H]1C1=C(C(=C(C=C1)F)C)OCC)C)(C(F)(F)F)C (2S,3R,4R,5S)-N-(6-((S)-1,2-dihydroxyethyl)pyridin-3-yl)-3-(2-ethoxy-4-fluoro-3-methylphenyl)-4,5-dimethyl-5-(trifluoromethyl)tetrahydrofuran-2-carboxamide